6-{2-[(1,2-dimethylpiperidin-4-yl)(methyl)amino][1,3]thiazolo[4,5-c]pyridin-6-yl}-2-methylimidazo[1,2-a]pyridine-8-carbonitrile CN1C(CC(CC1)N(C=1SC2=C(C=NC(=C2)C=2C=C(C=3N(C2)C=C(N3)C)C#N)N1)C)C